FC1=CC=C(C=C1)C1=C(COC2=CC=C(C=C12)OCCC#N)CN1CCCC1 3-((4-(4-fluorophenyl)-3-(pyrrolidin-1-ylmethyl)-2H-chromen-6-yl)oxy)propionitrile